(2S,4r)-N-[2-(4-bromo-2-fluoro-phenyl)-1-methyl-ethyl]-1-[(2S)-2-(4-cyclopropyltriazol-1-yl)-3,3-dimethyl-butyryl]-4-hydroxy-pyrrolidine-2-carboxamide BrC1=CC(=C(C=C1)CC(C)NC(=O)[C@H]1N(C[C@@H](C1)O)C([C@H](C(C)(C)C)N1N=NC(=C1)C1CC1)=O)F